NC(C[Si](OCC)(OCC)C)C β-aminopropylmethyl-diethoxysilane